4-(2-chlorophenyl)-N-(3-(trifluoromethyl)phenyl)pyrimidine-5-carboxamide ClC1=C(C=CC=C1)C1=NC=NC=C1C(=O)NC1=CC(=CC=C1)C(F)(F)F